Tert-butyl (2S)-2-[[7-(3-hydroxy-1-naphthyl)-4-[4-(2,2,2-trifluoroacetyl)piperazin-1-yl]-6,8-dihydro-5H-pyrido[3,4-d]pyrimidin-2-yl]oxymethyl]pyrrolidine-1-carboxylate OC=1C=C(C2=CC=CC=C2C1)N1CC=2N=C(N=C(C2CC1)N1CCN(CC1)C(C(F)(F)F)=O)OC[C@H]1N(CCC1)C(=O)OC(C)(C)C